ClC1=C(OC2=C1C=C(C=C2C(=O)O)Cl)[C@H](C)NC(=O)C=2C=NN1C2N=CC=C1 (S)-3,5-Dichloro-2-(1-(pyrazolo[1,5-a]pyrimidine-3-carboxamido)ethyl)benzofuran-7-carboxylic acid